[Cl-].[Cl-].C1C(=CC2=CC=CC=C12)C1(C(C=CC=C1)C=1CC2=CC=CC=C2C1)[Zr+2] [1,2-bis(2-indenyl)phenyl]zirconium dichloride